3-Iodo-1H-pyrazolo-[3,4-d]pyrimidin-4-amin IC1=NNC2=NC=NC(=C21)N